ClC=1N=C(SC1)C=1N=NN(C1)[C@@H]1[C@H]([C@@H](SC=2C=NC=C(C2)Cl)O[C@@H]([C@@H]1O)CO)O 5-Chloropyridin-3-yl 3-[4-(4-chlorothiazol-2-yl)-1H-1,2,3-triazol-1-yl]-3-deoxy-1-thio-alpha-D-galactopyranoside